3-((13-(tert-butyldimethylsilyl)tridec-12-yn-1-yl)oxy)propyl hydrogen ((((R)-1-(6-amino-9H-purin-9-yl)propan-2-yl)oxy)methyl)phosphonate NC1=C2N=CN(C2=NC=N1)C[C@@H](C)OCP(OCCCOCCCCCCCCCCCC#C[Si](C)(C)C(C)(C)C)(O)=O